C1CCCCCCOS1(=O)=O 7-heptanesultone